C1(CC1)OC=1N=C2C(=CC=NC2=CC1)C1=C(C=2C(NCCC2N1)=O)I 2-(6-cyclopropoxy-1,5-naphthyridin-4-yl)-3-iodo-1H,5H,6H,7H-pyrrolo[3,2-c]pyridin-4-one